3-adamantan-1-yl-N-(3,4-dihydroxybenzyl)-4-methoxy-benzoic acid amide C12(CC3CC(CC(C1)C3)C2)C=2C=C(C(=O)NCC3=CC(=C(C=C3)O)O)C=CC2OC